N(=[N+]=[N-])[C@@H]1[C@@H]2[C@H](C(N(C1)CCCCCCOCC1=CC=CC=C1)=O)OC(O2)(C)C (3aR,7S,7aR)-7-azido-5-(6-benzyloxyhexyl)-2,2-dimethyl-3a,6,7,7a-tetra-hydro-[1,3]dioxolo[4,5-c]pyridin-4-one